methyl-1-naphthoic acid CC1=C(C2=CC=CC=C2C=C1)C(=O)O